4-(4-(7-fluoroquinolin-6-yl)phenyl)-N-(pyridin-3-yl)butanamide FC1=C(C=C2C=CC=NC2=C1)C1=CC=C(C=C1)CCCC(=O)NC=1C=NC=CC1